N=1C=NN2C1C=C(C=C2)OC2=CC(=C(C=C2F)NC2=NC=NC1=CC(=C(C=C21)NC(/C(=C/[C@@H]2N(CCC2)C([2H])([2H])[2H])/F)=O)OC)OC (R,Z)-N-(4-((4-([1,2,4]triazolo[1,5-a]pyridin-7-yloxy)-5-fluoro-2-methoxyphenyl)amino)-7-methoxyquinazolin-6-yl)-2-fluoro-3-(1-(methyl-d3)Pyrrolidin-2-yl)acrylamide